C(C1=CC=CC=C1)OC1CC(C1)N1N=C(C(=C1)[N+](=O)[O-])C 1-(3-(benzyloxy)cyclobutyl)-3-methyl-4-nitro-1H-pyrazole